OCC12CCC(CC1)(C2)NC(C)=O N-(4-(hydroxymethyl)bicyclo[2.2.1]Hept-1-yl)acetamide